[C@@H]1(CCCC2=CC=CC=C12)O (S)-1,2,3,4-tetrahydronaphthalen-1-ol